ClC=1C=C2C(=C(C=NC2=CC1)C(C)Cl)C(C)C 6-chloro-3-(1-chloroethyl)-4-isopropylquinoline